NC1=C(C(=O)[O-])C(=CC(=C1F)Cl)Br 2-amino-6-bromo-4-chloro-3-fluorobenzoate